(5S,8S)-N-(2,4-dichlorobenzyl)-5-fluoro-8-hydroxy-8-((methylthio)methyl)-5,6,7,8-tetrahydroquinoline-5-carboxamide ClC1=C(CNC(=O)[C@]2(C=3C=CC=NC3[C@@](CC2)(CSC)O)F)C=CC(=C1)Cl